(3-methyl-1,2,4-thiadiazol-5-yl)phenol CC1=NSC(=N1)C1=C(C=CC=C1)O